C(C#C)O[C@H]1[C@@H](O[C@@H]([C@H]1O)CO)N1C=NC=2C(=O)NC(N)=NC12 O-propargyl-guanosine